CC1(OB(OC1(C)C)C1=CN(CCO1)C(=O)OC(C)(C)C)C tert-butyl 6-(4,4,5,5-tetramethyl-1,3,2-dioxaborolan-2-yl)-2,3-dihydro-4H-1,4-oxazine-4-carboxylate